(R)-N-((S)-1-(5-(4-fluoro-1H-pyrazol-1-yl)pyrazin-2-yl)ethyl)-2-methylpropan-2-sulfinamide FC=1C=NN(C1)C=1N=CC(=NC1)[C@H](C)N[S@](=O)C(C)(C)C